trans-4-(((trans-4-(6-Cyano-5-methoxypyridin-2-yl)cyclohexyl)methyl)(3-(2-cyclopropylthiazol-5-yl)phenyl)carbamoyl)cyclohexyl (2-hydroxyethyl)carbamate OCCNC(O[C@@H]1CC[C@H](CC1)C(N(C1=CC(=CC=C1)C1=CN=C(S1)C1CC1)C[C@@H]1CC[C@H](CC1)C1=NC(=C(C=C1)OC)C#N)=O)=O